COC=1C=C(OC2=CC=3C(C4=C(NC3C=C2)CCC4)=O)C=CC1 7-(3-methoxyphenoxy)-1H,2H,3H,4H,9H-cyclopenta[b]quinolin-9-one